(2R,4r,6S)-tert-Butyl 4-(2-(((trans)-4-aminocyclohexyl)oxy)ethoxy)-2,6-dimethylpiperidine-1-carboxylate N[C@@H]1CC[C@H](CC1)OCCOC1C[C@H](N([C@H](C1)C)C(=O)OC(C)(C)C)C